6-amino-2-(4-(6-aminocaproyl)piperazin-1-yl)-7-(3-hydroxy-2,6-dimethylphenyl)-7H-pyrrolo[2,3-d]pyrimidine-5-carboxamide NC1=C(C2=C(N=C(N=C2)N2CCN(CC2)C(CCCCCN)=O)N1C1=C(C(=CC=C1C)O)C)C(=O)N